(R)-6-(2-(3'-cyclopropyl-[1,1'-biphenyl]-3-yl)-2-hydroxyacetyl)-2-(1-phenylcyclopropyl)-5,6,7,8-tetrahydropyrido[4,3-d]pyrimidin-4(3H)-one C1(CC1)C=1C=C(C=CC1)C1=CC(=CC=C1)[C@H](C(=O)N1CC2=C(N=C(NC2=O)C2(CC2)C2=CC=CC=C2)CC1)O